5-(4-chlorophenyl)-6,6-dimethyltetrahydro-2H-thiopyran-2-one ClC1=CC=C(C=C1)C1CCC(SC1(C)C)=O